dopamine HCl salt Cl.NCCC1=CC(O)=C(O)C=C1